NC1=NC(N(C=C1C#CCCNC(/C=C/C(=O)O)=O)[C@@H]1O[C@@H]([C@H](C1)O)CO)=O (E)-4-((4-(4-amino-1-((2R,4S,5R)-4-hydroxy-5-(hydroxymethyl)tetrahydrofuran-2-yl)-2-oxo-1,2-dihydropyrimidin-5-yl)but-3-yn-1-yl)amino)-4-oxobut-2-enoic acid